9,10-diiodophenanthrene IC=1C2=CC=CC=C2C=2C=CC=CC2C1I